racemic-[2-(2,3-dicetyloxypropyl-oxysuccinyloxy)ethyl]trimethylammonium C(CCCCCCCCCCCCCCC)O[C@@H](COC(CCC(=O)OCC[N+](C)(C)C)=O)COCCCCCCCCCCCCCCCC |r|